BrC=1C(=NN(N1)C)CC1=NN2C(OC(C2)(C)C)=C1 6-((5-bromo-2-methyl-2H-1,2,3-triazol-4-yl)methyl)-2,2-dimethyl-2,3-dihydropyrazolo[5,1-b]oxazole